C(C=C)(=O)N1[C@H](CN(CC1)C1=NC(=NC=2C[C@]3(CCC12)C=C(C1=C(C=CC=C13)Cl)C(F)(F)F)OC[C@H]1N(CCC1)C)CC#N 2-((S)-1-propenoyl-4-((R)-4-chloro-2'-(((S)-1-methylpyrrolidin-2-yl)methoxy)-3-(trifluoromethyl)-5',8'-dihydro-6'H-spiro[inden-1,7'-quinazolin]-4'-yl)piperazin-2-yl)acetonitrile